N,N'-bis(β-hydroxyethyl)-N,N'-bis(4-aminophenyl) tetramethylenediamine methyl 2-(1-(3-(2-carbamoyl-5-(trifluoromethoxy)benzo[b]thiophen-3-yl)phenyl)cyclopropyl)acetate C(N)(=O)C1=C(C2=C(S1)C=CC(=C2)OC(F)(F)F)C=2C=C(C=CC2)C2(CC2)CC(=O)OC.OCCN(CCCCN(C2=CC=C(C=C2)N)CCO)C2=CC=C(C=C2)N